2,4,6-trifluoro-benzenesulfonamide FC1=C(C(=CC(=C1)F)F)S(=O)(=O)N